(3S)-3-{[2-(2-methylphenyl)[1,2,4]triazolo[1,5-c]quinazolin-5-yl]amino}azepan-2-one CC1=C(C=CC=C1)C1=NN2C(=NC=3C=CC=CC3C2=N1)N[C@@H]1C(NCCCC1)=O